C(C)[C@@H]1[C@@H](C[C@@H](N(C1)C1=CC(N(C=2C=CC(=NC12)C#N)C)=O)C)OC1=NC=C(C=C1)OC(C)C |&1:2| 8-((2S,4R,SR)-5-ethyl-4-((5-isopropoxypyridin-2-yl)oxy)-2-methylpiperidin-1-yl)-5-methyl-6-oxo-5,6-dihydro-1,5-naphthyridine-2-carbonitrile